N-(4-{9-hydroxy-8-oxo-4-thia-2,12-diazatricyclo[7.3.0.03,7]dodeca-1,3(7),5-trien-12-yl}phenyl)methanesulfonamide OC12C(C=3C=CSC3N=C2N(CC1)C1=CC=C(C=C1)NS(=O)(=O)C)=O